isopropyl (2S,4R)-4-(2-(4-((7-((S)-2-ethyl-3-methylbutyl)-7H-pyrrolo[2,3-d]pyrimidin-2-yl)amino)-1H-pyrazol-1-yl)acetoxy)-1-methylpyrrolidine-2-carboxylate C(C)[C@H](CN1C=CC2=C1N=C(N=C2)NC=2C=NN(C2)CC(=O)O[C@@H]2C[C@H](N(C2)C)C(=O)OC(C)C)C(C)C